acetyl-5'-fluoro-spiro[cyclopropane-1,3'-indolin]-2'-one C(C)(=O)N1C(C2(C3=CC(=CC=C13)F)CC2)=O